3-iodo-1-(2-methacryloylethyl)-pyridinium chloride [Cl-].IC=1C=[N+](C=CC1)CCC(C(=C)C)=O